5-(7-(3,3-difluoro-4-methylpyrrolidin-1-yl)pyrazolo[1,5-a]pyrimidin-5-yl)pyrimidine-2,4(1H,3H)-dione FC1(CN(CC1C)C1=CC(=NC=2N1N=CC2)C=2C(NC(NC2)=O)=O)F